CN1C(=O)C2C3(C=CC(C2C1=O)C3)CCC(C)=C N-methyl-methallylmethylbicyclo[2.2.1]hept-5-ene-2,3-dicarboximide